(1R,2R)-1-(2-chloro-5-fluorophenyl)-1-(3-methyl-1H-pyrazol-1-yl)propan ClC1=C(C=C(C=C1)F)[C@@H](CC)N1N=C(C=C1)C